FC(S(=O)(=O)OC1=CC=C2C(=CC(OC2=C1)=O)C1=C(C=C(C=C1)F)Cl)(F)F 4-(2-chloro-4-fluorophenyl)-2-oxo-2H-chromen-7-yl trifluoromethanesulfonate